CNS(=O)(=O)C1=CC(=CC(=C1)B1OC(C(O1)(C)C)(C)C)N1[C@@H](COCC1)C (R)-N-methyl-3-(3-methylmorpholino)-5-(4,4,5,5-tetramethyl-1,3,2-dioxaborolan-2-yl)benzenesulfonamide